4-((3aS,4R,6aR)-4-((2-((2S,3S)-2-amino-3-methylpentanoyloxy)ethoxy)carbonyl)octahydropyrrolo[2,3-c]pyrrol-4-yl)butylboronic acid N[C@H](C(=O)OCCOC(=O)[C@]1([C@@H]2[C@H](CN1)NCC2)CCCCB(O)O)[C@H](CC)C